2-[[5,7-bis(trifluoro-methyl)-1,2-benzoxazol-3-yl]amino]-N-(dimethylaminomethylene)acetamide FC(C=1C=C(C2=C(C(=NO2)NCC(=O)N=CN(C)C)C1)C(F)(F)F)(F)F